ClC=1C=C2[C@]3(C(N(C2=CC1)C)=O)[C@H](C3)C(=O)OC |r| methyl rac-(1R*,2S*)-5'-chloro-1'-methyl-2'-oxospiro[cyclopropane-1,3'-indoline]-2-carboxylate